ClC=1C=C(C=CC1C(=O)N1CCN(CC1)C(=O)C1CCNCC1)NC(=O)C=1N(C(=CN1)C=1C(=NN(C1)CCOCCOC)C(F)(F)F)C N-(3-chloro-4-(4-(piperidine-4-carbonyl)piperazine-1-carbonyl)phenyl)-5-(1-(2-(2-methoxyethoxy)ethyl)-3-(trifluoromethyl)-1H-pyrazol-4-yl)-1-methyl-1H-imidazole-2-carboxamide